COC(CC[N+](=O)[O-])OC 3,3-dimethoxy-1-nitropropane